FC1=C2C=C(NC2=C(C=C1)F)C(=O)N1[C@@H]2CC([C@H]([C@@H]1C(=O)N[C@H](C[C@@H]1C(NCC1)=O)\C=C(/S(=O)(=O)C)\F)CC2)(F)F (1S,3R,4S)-2-(4,7-difluoro-1H-indole-2-carbonyl)-5,5-difluoro-N-((R,Z)-4-fluoro-4-(methylsulfonyl)-1-((R)-2-oxopyrrolidin-3-yl)but-3-en-2-yl)-2-azabicyclo[2.2.2]octane-3-carboxamide